C(CCC)OC(=O)N1N=CC2=CC=CC=C12 indazole-1-carboxylic acid n-butyl ester